Tert-butyl (Z)-6-(2-(2-chloro-3-(methoxymethoxy) phenyl)-1-fluorovinyl)-3,4-dihydro-2,7-naphthyridine-2(1H)-carboxylate ClC1=C(C=CC=C1OCOC)\C=C(/F)\C=1C=C2CCN(CC2=CN1)C(=O)OC(C)(C)C